2-ethylhexyl rac-3-((5-cyclopropyl-7-((3R,4R)-3,4-difluorocyclopentyl)-5H-pyrrolo[3,2-d]pyrimidin-2-yl)thio)propionate rac-(3R,4R)-3,4-difluorocyclopentane-1-carboxylate F[C@@H]1CC(C[C@H]1F)C(=O)O.C1(CC1)N1C=C(C=2N=C(N=CC21)SCCC(=O)OCC(CCCC)CC)C2C[C@H]([C@@H](C2)F)F |&1:1,5|